C[C@H]1OC(OCC1)C(=O)OC=1C(=C2CC[C@](OC2=C(C1C)C)(CCC[C@@H](CCC[C@@H](CCCC(C)C)C)C)C)C [(2R)-2,5,7,8-tetramethyl-2-[(4R,8R)-4,8,12-trimethyltridecyl]chroman-6-yl] (4R)-4-methyl-1,3-dioxane-2-carboxylate